C1(=CC=CC=C1)[C@]1(O)[C@H](OC(C)=O)[C@@H](OC(C)=O)[C@H](OC(C)=O)[C@H](O1)COC(C)=O phenyl-2,3,4,6-tetra-O-acetyl-beta-D-glucopyranose